(2S,3S,4R,5R)-5-(2-(5-fluoropyridin-3-yl)-6-(((6-methylpyridin-2-yl)methyl)amino)-9H-purin-9-yl)3,4-dihydroxyl-N'-methyltetrahydrofuran-2-carbohydrazide FC=1C=C(C=NC1)C1=NC(=C2N=CN(C2=N1)[C@H]1[C@@H]([C@@H]([C@H](O1)C(=O)NNC)O)O)NCC1=NC(=CC=C1)C